Cholesterol-d3 [2H]C([2H])([2H])C(C)CCC[C@@H](C)[C@H]1CC[C@@H]2[C@@]1(CC[C@H]3[C@H]2CC=C4[C@@]3(CC[C@@H](C4)O)C)C